C(CCCCCCCCC)(=O)OCC(O)CO glycerol monocaprinate